Methyl 3-bromo-4-hydroxy-2-methylbenzoate BrC=1C(=C(C(=O)OC)C=CC1O)C